C[SiH](C1=CC=CC=C1)C dimethyl(phenyl)silane